2-(4-benzoylmorpholin-2-yl)-N-isobutylquinoline-4-carboxamide C(C1=CC=CC=C1)(=O)N1CC(OCC1)C1=NC2=CC=CC=C2C(=C1)C(=O)NCC(C)C